NC=1C(=C(C(=CC1C(=O)O)CCC#N)C1=C(C(=CC=C1)Cl)Cl)F 3-amino-2',3'-dichloro-6-(2-cyanoethyl)-2-fluoro-[1,1'-biphenyl]-4-carboxylic acid